(S)-(9-(4-(4-((4-(2-(2,6-dioxopiperidin-3-yl)-1-oxoisoindolin-5-yl)piperazin-1-yl)methyl)piperidin-1-yl)phenyl)-8-phenyl-6,7-dihydro-5H-benzo[7]annulen-3-yl)boronic acid O=C1NC(CC[C@@H]1N1C(C2=CC=C(C=C2C1)N1CCN(CC1)CC1CCN(CC1)C1=CC=C(C=C1)C1=C(CCCC2=C1C=CC(=C2)B(O)O)C2=CC=CC=C2)=O)=O